OC1=C(C=CC=C1)[C@@H]([C@@H](N)C1=C(C=CC=C1)O)N (1S,2S)-1,2-bis(2-hydroxyphenyl)ethylenediamine